(S)-(+)-4-(4-bromophenyl)-3-methyl-2-butanone BrC1=CC=C(C=C1)C[C@@H](C(C)=O)C